ClC1=CC=2N(C(N(CC2C=N1)C1=C(C=CC=C1C)Cl)=O)C1CN(C1)C 7-chloro-3-(2-chloro-6-methyl-phenyl)-1-(1-methylazetidin-3-yl)-4H-pyrido[4,3-d]pyrimidin-2-one